FC=1C=C(C=C(C1)C=O)B(O)O 3-fluoro-5-formylphenylboronic acid